ClC1=CC(=C(CN2C(NC=3N=CNC3C2=O)=C=S)C=C1)C1NCCOC1 (4-chloro-2-(morpholin-3-yl)benzyl)-2-thiocarbonyl-1,2,3,7-tetrahydro-6H-purin-6-one